N-(1-((5-(2,6-dichloro-4-(6-(difluoromethyl)-3,5-dioxo-4,5-dihydro-1,2,4-triazin-2(3H)-yl)phenoxy)-2-hydroxyphenyl)sulfonyl)azetidin-3-yl)methanesulfonamide ClC1=C(OC=2C=CC(=C(C2)S(=O)(=O)N2CC(C2)NS(=O)(=O)C)O)C(=CC(=C1)N1N=C(C(NC1=O)=O)C(F)F)Cl